ClC1=CC=C(OC2CCN(CC2)C(=O)C=2C=NN3C2C(N(C=C3C)CC3=CC=C(C=C3)OC)=O)C=C1 3-[4-(4-chlorophenoxy)piperidine-1-carbonyl]-5-[(4-methoxyphenyl)methyl]-7-methylpyrazolo[1,5-a]pyrazin-4(5H)-one